7-bromo-8-chloro-2,3-dihydrospiro[cyclopenta[c]cinnoline-1,1'-cyclopropane] BrC=1C(=CC=2C3=C(N=NC2C1)CCC31CC1)Cl